5-[4-fluoro-2-(piperidin-4-yl)-1,3-benzothiazol-6-yl]-1H-pyrazolo[4,3-b]pyridine FC1=CC(=CC2=C1N=C(S2)C2CCNCC2)C2=CC=C1C(=N2)C=NN1